CCC=S=O Thiopropanal S-oxide